COC(C1=C(N=CC(=C1)C=1C=C2CCC3(CN(CC3)C3CCOCC3)C2=CC1)N)=O 2-amino-5-(1'-(tetrahydro-2H-pyran-4-yl)-2,3-dihydrospiro[inden-1,3'-pyrrolidin]-5-yl)nicotinic acid methyl ester